FC1=C(C(=O)C2=CNC3=NC=C(C(=C32)N[C@@H]3CC[C@H](OC3)CNC(=O)N)OC)C=CC(=C1)OC1=C(C=CC=C1)F 1-(((2S,5R)-5-((3-(2-fluoro-4-(2-fluorophenoxy)benzoyl)-5-methoxy-1H-pyrrolo[2,3-b]pyridin-4-yl)amino)tetrahydro-2H-pyran-2-yl)methyl)urea